N12CCN(C(CC1)CC2)C=2C=CC1=C(S(C3=C1C=CC=C3N(CCC)[11CH3])(=O)=O)C2 3-(1,4-diazabicyclo[3.2.2]nonan-4-yl)-6-([11C]methyl(propyl)amino)dibenzo[b,d]thiophene 5,5-dioxide